COC(=O)[C@@H]1C[C@@H](N(CC1)CC1=CC=CC=C1)C1CC1.C(C1=CC=CC=C1)N1[C@H](C[C@H](CC1)C(=O)NN)C1CC1 |r| (rac)-cis-1-benzyl-2-cyclopropylpiperidine-4-carbohydrazide (rac)-methyl-cis-1-benzyl-2-cyclopropylpiperidine-4-carboxylate